ClC=1C=C(C=CC1C(=O)N1CCN(CC1)C(=O)C1CNCC1)NC(=O)C=1N(C(=CN1)C=1C(=NC(=C(C1)F)N(C)C)F)C N-[3-chloro-4-[4-(pyrrolidine-3-carbonyl)piperazine-1-carbonyl]phenyl]-5-[6-(dimethylamino)-2,5-difluoro-3-pyridyl]-1-methyl-imidazole-2-carboxamide